O=C1N(C(C=C1)=O)CCC(NCCOCCOCCOCCOCCOCCOCCOCCOCCC(=O)O)=O 1-(2,5-dioxo-2,5-dihydro-1H-pyrrol-1-yl)-3-oxo-7,10,13,16,19,22,25,28-octaoxa-4-azahentriacontan-31-oic acid